C1(=CC=C(C=C1)CC(CC(=O)C1=CC=C(C=C1)OCCCC)=O)C1=CC=CC=C1 4-([1,1'-biphenyl]-4-yl)-1-(4-butoxyphenyl)butane-1,3-dione